phenol 3,5-di-tert-butyl-4-hydroxyphenyl-octadecyl-propionate C(C)(C)(C)C=1C=C(C=C(C1O)C(C)(C)C)C(C(=O)OC1=CC=CC=C1)(C)CCCCCCCCCCCCCCCCCC